2-[3-(4-nitrophenylcarbonylmethoxy)-4-methoxyphenyl]-3,1-benzoxathiane [N+](=O)([O-])C1=CC=C(C=C1)C(=O)COC=1C=C(C=CC1OC)C1SC2=C(CO1)C=CC=C2